[Mg+2].[Mg+2] Magnesium Magnesium(II)